6-(2,2,2-trifluoroethoxy)pyridin-2-amine FC(COC1=CC=CC(=N1)N)(F)F